4-chloro-N-(quinolin-8-yl)-2-vinylbenzamide ClC1=CC(=C(C(=O)NC=2C=CC=C3C=CC=NC23)C=C1)C=C